C(NC(=O)C=1N=NC=CC1NC1=NC=CC=2C=3C(CN(C12)C)=NN(N3)C([2H])([2H])[2H])([2H])([2H])[2H] N-(methyl-d3)-4-((5-methyl-2-(methyl-d3)-4,5-dihydro-2H-[1,2,3]triazolo[4,5-c][1,7]naphthyridin-6-yl)amino)pyridazine-3-carboxamide